C(CCC)(=O)NC=1C=2N=CN([C@H]3[C@H](O)[C@H](O)[C@@H](CO)O3)C2N=CN1 N6-butyryladenosine